(R)-N-(1-(6-(3-Methoxytetrahydrofuran-3-yl)-4-methylpyridin-2-yl)-3-((3-methyloxaCyclobutan-3-yl)ethynyl)-1H-pyrrolo[3,2-c]pyridin-6-yl)acetamide CO[C@@]1(COCC1)C1=CC(=CC(=N1)N1C=C(C=2C=NC(=CC21)NC(C)=O)C#CC2(COC2)C)C